BrC=1C=C(C=2C=CN(C2C1)COCC[Si](C)(C)C)C=O 6-bromo-1-(2-trimethylsilylethoxymethyl)indole-4-carbaldehyde